2,2'-((2-((2-(3-(2-(bis(2-((cyanomethyl)amino)eth-yl)amino)ethyl)-2-oxoimidazolidin-1-yl)ethyl)(cyanomethyl)amino)ethyl)azanediyl)diacetonitrile C(#N)CNCCN(CCN1C(N(CC1)CCN(CCN(CC#N)CC#N)CC#N)=O)CCNCC#N